FC1=C(C=CC(=C1)C1=NOC(=N1)C(F)(F)F)CN1C=2C(=CC=C1)C=CN2 7-[[2-fluoro-4-[5-(trifluoromethyl)-1,2,4-oxadiazol-3-yl]phenyl]methyl]-7H-pyrrolo[2,3-b]pyridine